1-((benzyloxy)methyl)-2-oxabicyclo[2.2.2]octane-4-carboxylic acid C(C1=CC=CC=C1)OCC12OCC(CC1)(CC2)C(=O)O